C(C1=CC=CC=C1)O[C@H]1[C@@H](C[C@@H]([C@H]1OCC1=CC=CC=C1)COCC1=CC=CC=C1)N (1R,2S,3R,4R)-2,3-Bis(benzyloxy)-4-((benzyloxy)methyl)-cyclopentane-1-amine